C(C(=O)OCCC(C=CCCCCC)C)(=O)OCC ethyl (3-methyldec-4-en-1-yl) oxalate